(S)-N'-((3,3-dimethyl-1,2,3,5,6,7-hexahydrodicyclopenta[b,e]pyridin-8-yl)carbamoyl)-5-(2-hydroxypropan-2-yl)-1-phenyl-1H-pyrazole-3-sulfonimidamide CC1(CCC=2C1=NC1=C(C2NC(=O)N=[S@@](=O)(N)C2=NN(C(=C2)C(C)(C)O)C2=CC=CC=C2)CCC1)C